C1(CCC1)NC=1C=C(C(=O)OC(C)(C)C)C=CC1[N+](=O)[O-] tert-butyl 3-(cyclobutylamino)-4-nitrobenzoate